BrC1=C(C(=CC(=C1)Br)Br)OC(C=C)=O acrylic acid-2,4,6-tribromophenyl ester